C(C)(=O)OC1=CC=C(C=C1)C(C[Se]C1=CC=CC=C1)N1S(C2=C(C1=O)C=CC=C2)(=O)=O 4-(1-(1,1-dioxido-3-oxobenzo[d]isothiazol-2(3H)-yl)-2-(phenylselanyl)ethyl)phenyl acetate